BrC=1C=C2C(C=C(OC2=C(C1)I)SCC)=O 6-bromo-2-(ethylsulfanyl)-8-iodo-4H-chromen-4-one